4-(5-amino-6-((1-(1-methylpiperidin-4-yl)-1H-pyrazol-4-yl)oxy)pyrazin-2-yl)-2,6-dimethyl-N-(2-(pyrrolidin-1-yl)ethyl)benzamide NC=1N=CC(=NC1OC=1C=NN(C1)C1CCN(CC1)C)C1=CC(=C(C(=O)NCCN2CCCC2)C(=C1)C)C